2,2-difluoro-N-(4-fluoro-3-(trifluoromethyl)phenyl)-6-(2-methoxy-5-(1-(oxetan-3-yl)azepan-4-yl)benzamido)benzo[d][1,3]dioxole-5-carboxamide FC1(OC2=C(O1)C=C(C(=C2)C(=O)NC2=CC(=C(C=C2)F)C(F)(F)F)NC(C2=C(C=CC(=C2)C2CCN(CCC2)C2COC2)OC)=O)F